N[C@@H]1CN(CC[C@H]1F)C1=NC2=C(N1[C@H]1C(N(CC1)C1CCOCC1)=O)C=C(C(=C2)F)F (R)-3-(2-((3R,4R)-3-Amino-4-fluoropiperidin-1-yl)-5,6-difluoro-1H-benzo[d]imidazol-1-yl)-1-(tetrahydro-2H-pyran-4-yl)pyrrolidin-2-on